propyl-phenyl-3-aminopropyl-amino-propyl-methoxysilane C(CC)C(O[Si](CCC)(N)CCCN)C1=CC=CC=C1